({[2-(1,2,3,5,6,7-hexahydro-s-indacen-4-yl)acetamido]Sulfonyl}(1-methyl-1H-pyrazol-4-yl)amino)piperidine-1-carboxylic acid benzyl ester C(C1=CC=CC=C1)OC(=O)N1C(CCCC1)N(C=1C=NN(C1)C)S(=O)(=O)NC(CC1=C2CCCC2=CC=2CCCC12)=O